[C@H]12CN(C[C@H](CC1)N2)C=2C1=C(N=C(N2)OC[C@H](CO)O)C(=C(N=C1)C1=CC=CC2=CC=CC(=C12)Cl)F (S)-3-((4-((1R,5S)-3,8-diazabicyclo[3.2.1]octan-3-yl)-7-(8-chloronaphthalen-1-yl)-8-fluoropyrido[4,3-d]pyrimidin-2-yl)oxy)propane-1,2-diol